2-(7-Methoxy-2-oxo-2H-chromen-8-yl)acetonitrile COC1=CC=C2C=CC(OC2=C1CC#N)=O